(S)-6-(((1-(1-(difluoromethyl)cyclopropyl)-1H-1,2,3-triazol-4-yl)(6-fluoro-2-methylpyridin-3-yl)methyl)amino)-4-(neopentylamino)-8-(pyrimidin-5-yl)quinoline-3-carbonitrile FC(C1(CC1)N1N=NC(=C1)[C@H](C=1C(=NC(=CC1)F)C)NC=1C=C2C(=C(C=NC2=C(C1)C=1C=NC=NC1)C#N)NCC(C)(C)C)F